Cl.[C@H]12C3=CSC=C3NC[C@H]2CNC1 (1S,9R)-4-Thia-7,11-diazatricyclo[7.3.0.02,6]dodeca-2,5-diene hydrochloride